(2S)-3-(3-fluoro-4-iodo-anilino)propane-1,2-diol FC=1C=C(NC[C@@H](CO)O)C=CC1I